COC=1C=C(SC1C)C1=NC(=NC=C1C(F)(F)F)NC1CCN(CC1)S(=O)(=O)C=1N=CN(C1)C 4-(4-methoxy-5-methylthiophen-2-yl)-N-(1-((1-methyl-1H-imidazol-4-yl)sulfonyl)piperidin-4-yl)-5-(trifluoromethyl)pyrimidin-2-amine